N-(3-fluorophenyl)-3-((4-(pyrimidin-4-yl)phenyl)amino)benzamide FC=1C=C(C=CC1)NC(C1=CC(=CC=C1)NC1=CC=C(C=C1)C1=NC=NC=C1)=O